FCCNC1CCC(CC1)N (1s,4s)-N1-(2-fluoroethyl)cyclohexane-1,4-diamine